CC1N([C@H](CC[C@H]1C(=O)OC1=NC(=CC=C1)CN1N=NC(=C1)C=1C2=C(N=C(N1)Cl)NC=C2)C)C(CC2=CC=C(C=C2)F)=O 6-((4-(2-chloro-7H-pyrrolo[2,3-d]pyrimidin-4-yl)-1H-1,2,3-triazol-1-yl)methyl)pyridin-2-ol methyl-(3R,6S)-1-(2-(4-fluorophenyl)acetyl)-6-methylpiperidine-3-carboxylate